ClC1=NC=C(C(=N1)OC)C=O 2-Chloro-4-methoxy-5-pyrimidine-carboxaldehyde